1-(4-(3-(4-fluorophenyl)isoxazol-5-yl)piperidin-1-yl)-2-(4-methyl-1,2,5-oxadiazol-3-yl)ethan-1-one FC1=CC=C(C=C1)C1=NOC(=C1)C1CCN(CC1)C(CC1=NON=C1C)=O